CC1=CC=C2NC=C(C[C@@H](N)C(=O)O)C2=C1 5-Methyl-D-tryptophan